N-(2-cyclohexylethyl)-2-({4-[(1,3-diazinan-2-ylidene)carbamoyl]-2-(trifluoromethyl)phenyl}amino)pyridine-4-carboxamide C1(CCCCC1)CCNC(=O)C1=CC(=NC=C1)NC1=C(C=C(C=C1)C(N=C1NCCCN1)=O)C(F)(F)F